N-(5,6-dichlorobenzo[d]thiazol-2-yl)benzamide ClC=1C(=CC2=C(N=C(S2)NC(C2=CC=CC=C2)=O)C1)Cl